BrC=1C=C(C(=NC1)C(CC(=O)O)(F)F)F 5-bromo-β,β,3-trifluoro-2-pyridinepropanoic acid